ClC1=C(C=C(CC(C(=O)N)(C)C)C=C1)C=1NC(C=C(N1)C1=CC=C(C=C1)OCCOC)=O (4-chloro-3-{4-[4-(2-methoxyethoxy)phenyl]-6-oxo-1,6-dihydropyrimidin-2-yl}benzyl)isobutyramide